N-methyl-5-(4-((6-oxo-6,7,8,9-tetrahydro-5H-cyclopenta[c][1,5]naphthyridin-3-yl)methyl)piperazin-1-yl)picolinamide CNC(C1=NC=C(C=C1)N1CCN(CC1)CC1=CN=C2C3=C(C(NC2=C1)=O)CCC3)=O